N[C@H]1[C@@H](CN(CC1)CC=1C=CN2N=CN=C(C21)NC2=CC(=CC=C2)OC)O (3R,4R)-4-amino-1-((4-((3-methoxyphenyl)amino)pyrrolo[2,1-f][1,2,4]triazine-5-yl)methyl)piperidin-3-ol